3-(5-(4-((4'-chloro-[1,1'-biphenyl]-2-yl)methyl)-1,4-diazepan-1-carbonyl)-1-oxoisoindolin-2-yl)piperidine-2,6-dione ClC1=CC=C(C=C1)C1=C(C=CC=C1)CN1CCN(CCC1)C(=O)C=1C=C2CN(C(C2=CC1)=O)C1C(NC(CC1)=O)=O